5'-methyl-4-pentyl-3-(pyridin-3-yl)-1',2',3',4'-tetrahydro-[1,1'-biphenyl]-2,6-diol CC=1CCCC(C1)C=1C(=C(C(=CC1O)CCCCC)C=1C=NC=CC1)O